(S)-5-amino-2-(((benzyloxy)carbonyl)amino)pentanoic acid NCCC[C@@H](C(=O)O)NC(=O)OCC1=CC=CC=C1